CC=1C=C2C=CNC2=CC1C 5,6-dimethylindole